(5-chloro-2,3-dihydrobenzofuran-4-yl)methanamine ClC=1C=CC2=C(CCO2)C1CN